copper bromide [Cu](Br)Br